C1(=CC=CC=C1)C1=C(C=CC=C1)C(C1=CC(=CC=C1)F)SSC(C1=C(C=CC=C1)C1=CC=CC=C1)C1=CC(=CC=C1)F phenyl-phenyl-[(3-fluorophenyl) methyl] disulfide